5-bromo-3-(2-(3-(2,4-dimethylphenyl)-4-oxothiazolidin-2-ylidene)hydrazono)indol-2-one Ethyl-8-bromo-4-(dimethylamino)-7-fluoroquinoline-3-carboxylate C(C)OC(=O)C=1C=NC2=C(C(=CC=C2C1N(C)C)F)Br.BrC=1C=C2C(C(NC2=CC1)=O)=NN=C1SCC(N1C1=C(C=C(C=C1)C)C)=O